FC1=CC=C(C=C1)[C@@H](C)C1=C(N=C(N=N1)C)NC1CCN(CC1)C (R)-6-(1-(4-fluorophenyl)ethyl)-3-methyl-N-(1-methylpiperidin-4-yl)-1,2,4-triazin-5-amine